(2R)-2-[2-[2-bromo-4-fluoro-5-[3-methyl-2,6-dioxo-4-(trifluoromethyl)pyrimidin-1-yl]phenoxy]phenoxy]-2-methoxy-acetic acid BrC1=C(OC2=C(O[C@H](C(=O)O)OC)C=CC=C2)C=C(C(=C1)F)N1C(N(C(=CC1=O)C(F)(F)F)C)=O